cobalt iron boran tungsten [W].B.[Fe].[Co]